N1N=CC(=C1)C1=CC=C(C=C1)NC1=NC(=NC=C1)N1CC(NC(C1)C)C N-(4-(1H-pyrazol-4-yl)phenyl)-2-(3,5-dimethylpiperazin-1-yl)pyrimidin-4-amine